FC(C1=CC(=C(C=C1)OC)[N+](=O)[O-])F 4-(difluoromethyl)-1-methoxy-2-nitrobenzene